C(#N)C=1C=C(C=C(C1)C)N1N=CC(=C1)C(C(=O)NC1=CC(=NN1C(=O)OC(C)(C)C)C1CC1)C Tert-butyl 5-{2-[1-(3-cyano-5-methylphenyl)pyrazol-4-yl]propanamido}-3-cyclopropylpyrazole-1-carboxylate